p-benzyloxybenzylalcohol C(C1=CC=CC=C1)OC1=CC=C(CO)C=C1